N-hydroxy-5-(2-((6-methoxybenzo[d]thiazol-2-yl)amino)acetamido)pentanamide ONC(CCCCNC(CNC=1SC2=C(N1)C=CC(=C2)OC)=O)=O